Cl.NCCCCCNC1=C2C(N(C(C2=CC=C1)=O)C1C(NC(CC1)=O)=O)=O 4-((5-aminopentyl)amino)-2-(2,6-dioxopiperidin-3-yl)isoindole-1,3-dione hydrochloride